2-(3-carboxy-3-hydroxy-2-butyl)nicotinic acid C(=O)(O)C(C(C)C1=C(C(=O)O)C=CC=N1)(C)O